1-(Dimethylamino)-1-oxopropan-2-yl (2S)-2-amino-3-(3-{[3-(3-fluoro-4-methylphenoxy)-3-phenylazetidin-1-yl]sulfonyl}phenyl)propanoate monohydrochloride Cl.N[C@H](C(=O)OC(C(=O)N(C)C)C)CC1=CC(=CC=C1)S(=O)(=O)N1CC(C1)(C1=CC=CC=C1)OC1=CC(=C(C=C1)C)F